C1=CC=CC=2C3=CC=CC=C3C(C12)COC(=O)N[C@@H](COCCNC(=O)OC1=CC=C(C=C1)[N+](=O)[O-])C(=O)OCC=C prop-2-en-1-yl N-{[(9H-fluoren-9-yl)methoxy]carbonyl}-O-(2-{[(4-nitrophenoxy)carbonyl]amino}ethyl)-L-serinate